chromeno[4,3-c]pyridazine N1=NC=CC2=C1C=1C=CC=CC1OC2